C(C)OC(CCCOC1=C(C=C(C=C1F)N1N=CC2=CC(=CC=C12)C=O)F)=O 4-[2,6-difluoro-4-(5-formylindazol-1-yl)phenoxy]Butyric acid ethyl ester